N-(5-(3,5-difluorobenzyl)-1H-indazol-3-yl)-4-(4-(3-(1-(2,6-dioxopiperidin-3-yl)-1H-indol-5-yl)propyl)piperazin-1-yl)-2-((tetrahydro-2H-pyran-4-yl)amino)benzamide FC=1C=C(CC=2C=C3C(=NNC3=CC2)NC(C2=C(C=C(C=C2)N2CCN(CC2)CCCC=2C=C3C=CN(C3=CC2)C2C(NC(CC2)=O)=O)NC2CCOCC2)=O)C=C(C1)F